ClC1=NC=CC=C1C1=CC=C(C=C1)S(=O)(=O)NCCN1CCC(CC1)CN1N=NC(=C1)C1=C(NC2=CC=C(C=C12)F)C(C(C)C)=O 4-(2-chloropyridin-3-yl)-N-(2-(4-((4-(5-fluoro-2-isobutyryl-1H-indol-3-yl)-1H-1,2,3-triazol-1-yl)methyl)piperidin-1-yl)ethyl)benzenesulfonamide